trisphenol phosphite P(O)(O)O.C1(=CC=CC=C1)O.C1(=CC=CC=C1)O.C1(=CC=CC=C1)O